NC=1C=C(CS(=O)(=O)C2=C(C=C(C(=O)O)C=C2)C#CC2=CC=C(C=C2)F)C=CC1 4-((3-aminobenzyl)sulfonyl)-3-((4-fluorophenyl)ethynyl)benzoic acid